C(#C)C=1C(=CC=C2C=CC=C(C12)C1=C(C=2N=C(N=C(C2C=N1)N1C[C@@](CCC1)(O)C)OC[C@]12CCCN2[C@@H](CC1)CO)F)F (R)-1-(7-(8-ethynyl-7-fluoronaphthalen-1-yl)-8-fluoro-2-(((3S,7aS)-3-(hydroxymethyl)tetrahydro-1H-pyrrolizin-7a(5H)-yl)methoxy)pyrido[4,3-d]pyrimidin-4-yl)-3-methylpiperidin-3-ol